ClC=1C=CC2=C(C=C(O2)C(=O)N[C@H]2CC[C@@H](N(C2)C(=O)OC(C)(C)C)C=2OC(=NN2)OCCOC(F)(F)F)C1 tert-butyl (2R,5S)-5-(5-chloro-1-benzofuran-2-amido)-2-{5-[2-(trifluoromethoxy)ethoxy]-1,3,4-oxadiazol-2-yl}piperidine-1-carboxylate